2,3,5,6-tetrakis(3,6-di-t-butyl-9-carbazolyl)-terephthalonitrile C(C)(C)(C)C=1C=CC=2N(C3=CC=C(C=C3C2C1)C(C)(C)C)C1=C(C#N)C(=C(C(=C1N1C2=CC=C(C=C2C=2C=C(C=CC12)C(C)(C)C)C(C)(C)C)C#N)N1C2=CC=C(C=C2C=2C=C(C=CC12)C(C)(C)C)C(C)(C)C)N1C2=CC=C(C=C2C=2C=C(C=CC12)C(C)(C)C)C(C)(C)C